CN(S(=O)(=O)C1=CN=CC2=CC=CC=C12)C N,N-dimethylisoquinoline-4-sulfonamide